O=C1NC(CCC1C1=NN(C2=C(C=CC=C12)N1CCN(CC1)CC1(CCN(CC1)C(=O)OC(C)(C)C)O)C)=O tert-butyl 4-((4-(3-(2,6-dioxopiperidin-3-yl)-1-methyl-1H-indazol-7-yl)piperazin-1-yl)methyl)-4-hydroxypiperidine-1-carboxylate